FC1(CC(C1)C=1C=CC(=NC1F)[C@@H](NC(=O)[C@H]1N(C[C@@H](C1)F)C(CC=1OC=C(N1)C(F)(F)F)=O)C1=CC=CC=C1)F (2S,4R)-N-[(S)-[5-(3,3-difluorocyclobutyl)-6-fluoropyridin-2-yl](phenyl)methyl]-4-fluoro-1-{2-[4-(trifluoromethyl)-1,3-oxazol-2-yl]acetyl}pyrrolidine-2-carboxamide